ethyl 2-bromo-5-ethylsulfonyl-1-methyl-imidazole-4-carboxylate BrC=1N(C(=C(N1)C(=O)OCC)S(=O)(=O)CC)C